(R)-N-(1-(5-(3-fluoro-2-((methylamino)methyl)phenyl)thiophen-2-yl)ethyl)-4-methyl-7-morpholinophthalazin-1-amine FC=1C(=C(C=CC1)C1=CC=C(S1)[C@@H](C)NC1=NN=C(C2=CC=C(C=C12)N1CCOCC1)C)CNC